CNC1=C(C=CC=C1)C1=CC=CC=C1 methylamino-1,1'-biphenyl